N1C(=CC=2C=NC=CC21)CNC(CN2C(=NC=C(C2=O)N[C@H](C)C2=CC1=C(OC3=C1C=CC=C3)C=C2)C(C)C)=O (R)-N-((1H-pyrrolo[3,2-c]pyridin-2-yl)methyl)-2-(5-((1-(dibenzo[b,d]furan-2-yl)ethyl)amino)-2-isopropyl-6-oxopyrimidin-1(6H)-yl)acetamide